C(OC(C)(C)C)(OC(C#C)C1=CC=CC=C1)=O Tert-butyl (1-phenylprop-2-yn-1-yl) carbonate